CC1=NC=CC(=C1)NC(C)C1=C(C(=CC=C1)C(F)(F)F)C 2-methyl-4-((1-(2-methyl-3-(trifluoromethyl)phenyl)ethyl)amino)pyridin